C(C)(C)(C)OC(=O)N1CCC(CC1)NC=1C=C2C=CC=NC2=C(C1)F 4-((8-fluoroquinolin-6-yl)amino)piperidine-1-carboxylic acid tert-butyl ester